ClC1=C(C=NN(C1=O)C)N[C@@H]1C[C@@H](CN(C1)C)C1=CC=C(C=C1)CN1CCC2(CCN(CC2)C2=CC(=C(C=C2)C2C(NC(CC2)=O)=O)C)CC1 3-[4-[9-[[4-[(3R,5R)-5-[(5-chloro-1-methyl-6-oxo-pyridazin-4-yl)amino]-1-methyl-3-piperidyl]phenyl]methyl]-3,9-diazaspiro[5.5]undecan-3-yl]-2-methyl-phenyl]piperidine-2,6-dione